C1(CC1)C1=CC(=NN1)NC1=NC(=NC=C1)N(CCCN(C(OC(C)(C)C)=O)C)C tert-butyl N-[3-[[4-[(5-cyclopropyl-1H-pyrazol-3-yl)amino]pyrimidin-2-yl]-methyl-amino]propyl]-N-methyl-carbamate